C(C)(C)(C)[SiH](OCCC1=CC=CC=C1)C(C)(C)C di-tert-butyl-(2-phenylethyloxy)silane